1-Heptyl-3-propylpyrrolium chlorid [Cl-].C(CCCCCC)[NH+]1C=C(C=C1)CCC